C1(CCCCC1)C([C@@H](C(=O)NC1=NC(=C(C=C1)C=1C(=NNC1C)C)F)NC(=O)C1=COC2=C1C(=CC=C2)O)C2CCCCC2 N-[(1S)-1-(dicyclohexylmethyl)-2-[[5-(3,5-dimethyl-1H-pyrazol-4-yl)-6-fluoro-2-pyridinyl]amino]-2-oxo-ethyl]-4-hydroxy-benzofuran-3-carboxamide